C(C)C=CCCCC=CC ethyl-1,6-octadiene